trisodium naphthalene-1,3,6-trisulfonate hydrate O.C1(=CC(=CC2=CC(=CC=C12)S(=O)(=O)[O-])S(=O)(=O)[O-])S(=O)(=O)[O-].[Na+].[Na+].[Na+]